azepan-1-yl-[3-(6-fluoro-imidazo[1,2-a]pyridin-3-yl)-1-methanesulfonylmethyl-1H-pyrazolo[4,3-c]pyridin-6-yl]-methanone N1(CCCCCC1)C(=O)C1=CC2=C(C=N1)C(=NN2CS(=O)(=O)C)C2=CN=C1N2C=C(C=C1)F